(R)-6-fluoro-1-(4-(methyl-sulfonamido)phenyl)-4-oxo-7-(2-((pyridin-2-yloxy)methyl)pyrrolidin-1-yl)-1,4-dihydro-quinoline-3-carboxylic acid FC=1C=C2C(C(=CN(C2=CC1N1[C@H](CCC1)COC1=NC=CC=C1)C1=CC=C(C=C1)NS(=O)(=O)C)C(=O)O)=O